diethyl ((S,E)-4-((S)-2-((tert-butoxycarbonyl)amino)-N,3,3-trimethylbutanamido)-2,5-dimethylhex-2-enoyl)-D-glutamate C(C)(C)(C)OC(=O)N[C@H](C(=O)N(C)[C@H](/C=C(/C(=O)N[C@H](CCC(=O)OCC)C(=O)OCC)\C)C(C)C)C(C)(C)C